C1(CC1)S(=O)(=O)NC=1C=C(C=CC1)C[C@H](C(=O)O)[C@@H]1CNCC1 (2S)-3-[3-[(Cyclopropylsulfonyl)amino]phenyl]-2-[(3R)-pyrrolidin-3-yl]propanoic acid